1-(1,3-Benzodioxol-5-yl)-N-methyl-propan-2-amine HCl salt Cl.O1COC2=C1C=CC(=C2)CC(C)NC